O=C1NC(CCC1NC1=CC=C(C=C1)N1CCN(CC1)CCN1C[C@@H]2C([C@@H]2C1)NC(OCCCC)=O)=O butyl ((1R,5S,6s)-3-(2-(4-(4-((2,6-dioxopiperidin-3-yl)amino)phenyl)piperazin-1-yl)ethyl)-3-azabicyclo[3.1.0]hexan-6-yl)carbamate